[[(tert-butyldimethylsilyl)oxy]methyl]-7-chloro-2H,3H-furo[2,3-c]pyridine [Si](C)(C)(C(C)(C)C)OCC1CC=2C(=C(N=CC2)Cl)O1